FC([C@H](C)OC=1C=2N(C=NC1C=1C=NNC1)N=C(N2)NC2CCOCC2)F (S)-8-((1,1-difluoropropan-2-yl)oxy)-7-(1H-pyrazol-4-yl)-N-(tetrahydro-2H-pyran-4-yl)-[1,2,4]triazolo[1,5-c]pyrimidin-2-amine